[3-[9H-fluoren-9-ylmethoxycarbonylamino]-2,2-dimethylpropanoyl-methylamino]butanoic acid C1=CC=CC=2C3=CC=CC=C3C(C12)COC(=O)NCC(C(=O)N(C)C(C(=O)O)CC)(C)C